3-((tert-butyldimethylsilyl)oxy)-8-(3-(piperidin-1-yl)prop-1-yn-1-yl)-6H-benzo[c]Chromen-6-one [Si](C)(C)(C(C)(C)C)OC1=CC=C2C3=C(C(OC2=C1)=O)C=C(C=C3)C#CCN3CCCCC3